(S)-N-(3-chloro-2-fluorobenzyl)-1-(5-methyl-2-((tetrahydrofuran-3-yl)amino)pyrimidin-4-yl)-1H-imidazole-4-amide ClC=1C(=C(CNC(=O)C=2N=CN(C2)C2=NC(=NC=C2C)N[C@@H]2COCC2)C=CC1)F